BrC1=C(C=C2N=C(C=3N(C2=C1)C=NC3)NCC3=C(C=C(C=C3)OC)OC)C 8-bromo-N-(2,4-dimethoxybenzyl)-7-methylimidazo[1,5-a]quinoxalin-4-amine